5-(azetidin-3-ylamino)-N-[1-[4-[2-[1-[5-[4-[3-(2,6-dioxo-3-piperidyl)-1-methyl-indazol-6-yl]-1-piperidyl]-5-oxo-pentyl]-4-piperidyl]ethynyl]-1-naphthyl]ethyl]-2-methyl-benzamide N1CC(C1)NC=1C=CC(=C(C(=O)NC(C)C2=CC=C(C3=CC=CC=C23)C#CC2CCN(CC2)CCCCC(=O)N2CCC(CC2)C2=CC=C3C(=NN(C3=C2)C)C2C(NC(CC2)=O)=O)C1)C